C12N(CC(C2C1)C(=O)OC)C(=O)OC(C)(C)C 2-tert-butyl 4-methyl 2-azabicyclo[3.1.0]hexane-2,4-dicarboxylate